1,2-difluorovinyl-naphthalene FC(=CF)C1=CC=CC2=CC=CC=C12